C(N)(=O)C1=CC2=C(OC[C@@H]3N2CCN(C3)C(=O)OC(C)(C)C)C=C1[N+](=O)[O-] tert-butyl (R)-9-carbamoyl-8-nitro-1,2,4a,5-tetrahydrobenzo[b]pyrazino[1,2-d][1,4]oxazine-3(4H)-carboxylate